7,8-didehydro-4,5-epoxy-3-methoxy-17-methylmorphinan-6-ol sodium 3,5-diamino-4-methylbenzenesulfonate NC=1C=C(C=C(C1C)N)S(=O)(=O)[O-].[Na+].COC=1C=CC=2C[C@@H]3[C@@H]4C=CC(C5[C@@]4(C2C1O5)CCN3C)O